(3R)-3-{5-methyl-2-[trans-4-(trifluoromethyl)cyclohexyl]pyrazolo[1,5-a]pyrimidin-7-yl}piperidine CC1=NC=2N(C(=C1)[C@H]1CNCCC1)N=C(C2)[C@@H]2CC[C@H](CC2)C(F)(F)F